C(C1=CC=CC=C1)C=1N=NC(=C(C1SCC)C1=CC=CC=C1)CC1=CC=CC=C1 3,6-dibenzyl-4-(ethylsulfanyl)-5-phenylpyridazine